C(CCC)[C@@H]1OC(C2=CCCC[C@@H]12)=O (3S,3aR)-3-butyl-3a,4,5,6-tetrahydro-1(3H)-isobenzofuranone